C(C)(C)OCC(CO)O 3-isopropoxypropane-1,2-diol